N[S@@](=NC(CC1=C(C=C(C=C1C(C)C)F)C(C)C)=O)(=O)C=1SC(=CN1)C(C)(C)O (S)-N-(amino(5-(2-hydroxypropan-2-yl)thiazol-2-yl)(oxo)-λ6-sulfaneylidene)-2-(4-fluoro-2,6-diisopropylphenyl)acetamide